N-sec-butyl-N-methyl-ethanolamine C(C)(CC)N(CCO)C